O=C(CCOCCNC(OC(C)(C)C)=O)NCCOC1=CC(=CC=C1)C(C1=CC=CC=C1)C1CCN(CC1)C(=O)N1C[C@@H]2[C@@H](OCC(N2)=O)CC1 tert-butyl (2-(3-oxo-3-((2-(3-((1-((4aR,8aS)-3-oxooctahydro-2H-pyrido[4,3-b][1,4]oxazine-6-carbonyl)piperidin-4-yl)(phenyl)methyl)phenoxy)ethyl)amino)propoxy)ethyl)carbamate